NC1=C(C=CC(=C1)NCC1=CC=C(C=C1)C(F)(F)F)NC([C@@H]([C@@H](CCCCC)F)F)=O (2S,3R)-N-(2-Amino-4-((4-(trifluoromethyl)benzyl)amino)phenyl)-2,3-difluorooctanamid